[N+](=O)([O-])C1=CC=C(C=C1)[C@H](C)N (S)-1-(4-nitrophenyl)ethan-1-amine